hexafluoropropyl(methyl)methyl-hexafluoropropyl ether FC(C(F)(F)C(C(C(F)(F)OC(C(C(F)(F)F)(C(C(C(C(F)(F)F)F)(F)F)C)F)(F)F)(C(F)(F)F)F)C)C(F)(F)F